O1C(CCC1)C(=O)N tetrahydrofurancarboxamide